[O-]S(=O)(=O)C(F)(F)F.FC1=C(C(=C(C(=C1F)F)F)F)CCN1C=[N+](CC1)CCC1=C(C(=C(C(=C1F)F)F)F)F 1,3-bis(2-(perfluorophenyl)ethyl)-4,5-dihydro-1H-imidazol-3-ium triflate